C(C1=CC=CC=C1)(=O)NC1=CC=C(C=C1)SCC1=C(N2C([C@H]([C@H]2SC1)NC(CC1=CC=CC=C1)=O)=O)C(=O)OCC1=CC=C(C=C1)OC 4-methoxybenzyl (6R,7R)-3-(((4-benzamidophenyl)thio)methyl)-8-oxo-7-(2-phenylacetamido)-5-thia-1-azabicyclo[4.2.0]oct-2-ene-2-carboxylate